OC1=C(C=C(CCC=2C(=C(C(=CC2)OC)O)OC)C=C1)OC 3-(4-hydroxy-3-methoxyphenethyl)-2,6-dimethoxyphenol